CN1C=[N+](C=C1)C(C)C N-methyl-N'-isopropylimidazolium